(R)-1-(2-chlorophenyl)ethyl (5-(5-(azidomethyl)-6-methylpyridin-2-yl)-3-methylisoxazol-4-yl)carbamate N(=[N+]=[N-])CC=1C=CC(=NC1C)C1=C(C(=NO1)C)NC(O[C@H](C)C1=C(C=CC=C1)Cl)=O